tetrahydronaphthalenyl methacrylate C(C(=C)C)(=O)OC1CCCC2=CC=CC=C12